O1CCCC=2C1=NC=C(C2)C(=O)O 3,4-dihydro-2H-pyrano[2,3-b]pyridine-6-carboxylic acid